N-((2-(6-((cis)-2,6-dimethylmorpholino)pyridin-2-yl)-1,6-naphthyridin-7-yl)methyl)-4-methyl-3-(S-methylsulfonimidoyl)benzamide C[C@@H]1O[C@@H](CN(C1)C1=CC=CC(=N1)C1=NC2=CC(=NC=C2C=C1)CNC(C1=CC(=C(C=C1)C)S(=O)(=N)C)=O)C